spiro-[2.3]Hexane C1CC12CCC2